5-(4-PYRIDYLOXY)PYRAZOL N1=CC=C(C=C1)OC1=CC=NN1